[N+](=O)([O-])C1(N=NC=N1)C=NN 3-nitro-1,2,4-triazoleformaldehyde hydrazone